FC1=CC=C(C=C1)C1N(CC(CC1)C)C(C(=O)O)=O 2-[2-(4-Fluorophenyl)-5-methyl-1-piperidyl]-2-oxo-acetic acid